4-(1,1-difluoroethyl)-2-oxo-piperidine-1-carboxylate FC(C)(F)C1CC(N(CC1)C(=O)[O-])=O